tetrahydrofurfuryl-aminolevulinic acid C(C1CCCO1)C(C(=O)O)(CC(=O)C)N